FC1=C(C=C(C(=C1)OC)OCC1=C(C=CC2=C1N=CS2)F)N2C(NC=1C(C2=O)=C(SC1)C(=O)[O-])=O 3-(2-fluoro-5-((5-fluorobenzo[d]thiazol-4-yl) methoxy)-4-methoxyphenyl)-2,4-dioxo-1,2,3,4-tetrahydrothieno[3,4-d]pyrimidine-5-carboxylate